E-formonitrile C#N